NC1=CC(=C(C=C1)C1=C(C=C(C=C1)N)C(F)(F)F)C(F)(F)F 4,4'-diamino-2,2'-ditrifluoromethyl-1,1'-biphenyl